2-chloro-3-{[2-(trimethylsilyl)ethoxy]methyl}-3H-imidazo[4,5-b]pyridine ClC1=NC=2C(=NC=CC2)N1COCC[Si](C)(C)C